[Si](C)(C)(C(C)(C)C)OC[C@@H]1N([C@H]2CN(C[C@@H]1C2)C2=CC=C(C=C2)C(F)(F)F)C(=O)OC(C)(C)C tert-Butyl (1S,5R,7R)-7-(((tert-butyldimethylsilyl)oxy)methyl)-3-(4-(trifluoromethyl)phenyl)-3,6-diazabicyclo[3.2.1]octane-6-carboxylate